N-[(1R)-1-(3'-fluoro-5'-methoxy-biphenyl-3-yl)-ethyl]-6,7-dimethoxy-2-methylquinazolin-4-amine FC=1C=C(C=C(C1)OC)C1=CC(=CC=C1)[C@@H](C)NC1=NC(=NC2=CC(=C(C=C12)OC)OC)C